CC(C)(C)[O-].[Nb+5].CC(C)(C)[O-].CC(C)(C)[O-].CC(C)(C)[O-].CC(C)(C)[O-] niobium(V) t-butoxide